C1(=CC=CC=C1)CN1C[C@H]2CC[C@@H](C1)N2C(=O)OC(C)(C)C tert-butyl (1R,5S)-3-phenylmethyl-3,8-diazabicyclo[3.2.1]octane-8-carboxylate